BrC1=CC=C2C(=NC(=NC2=C1F)OC[C@]12CCCN2C[C@@H](C1)F)N1CC2(CCO2)CCC1 6-(7-bromo-8-fluoro-2-(((2R,7aS)-2-fluorotetrahydro-1H-pyrrolizin-7a(5H)-yl)methoxy)quinazolin-4-yl)-1-oxa-6-azaspiro[3.5]nonane